C(C)CC(=O)O.[Cl-].[Na+] sodium chloride (ethyl acetate)